[Cl-].OC(C(=O)OC)[C@H](CCCNC(=N)NS(=O)(=O)C=1C(=C(C2=C(CC(O2)(C)C)C1C)C)C)[NH3+] (3S)-2-hydroxy-1-methoxy-1-oxo-6-(3-((2,2,4,6,7-pentamethyl-2,3-dihydrobenzofuran-5-yl)sulfonyl)guanidino)hexan-3-aminium chloride